C(C=C)(=O)N1C[C@@H](N(CC1)S(=O)(=O)N1CCC2(CN(C2)C[C@H]2CN(CC2)C2=NC=NC=C2OC2=C(C(=O)N(C(C)C)C(C)C)C=C(C=C2)F)CC1)C 2-((4-((S)-3-((7-(((S)-4-acryloyl-2-methylpiperazin-1-yl)sulfonyl)-2,7-diazaspiro[3.5]nonan-2-yl)methyl)pyrrolidin-1-yl)pyrimidin-5-yl)oxy)-5-fluoro-N,N-diisopropylbenzamide